(1-methyl-1H-pyrrolo[2,3-b]pyridin-4-yl)-7-((7-methyl-5,6,7,8-tetrahydro-1,7-naphthyridin-2-yl)amino)-2,3-dihydro-1H-pyrrolo[3,4-c]pyridin-1-one CN1C=CC=2C1=NC=CC2N2CC=1C=NC=C(C1C2=O)NC2=NC=1CN(CCC1C=C2)C